The molecule is a hydroxyacyl-CoA that results from the formal condensation of the thiol group of coenzyme A with the carboxy group of L-erythro-3-methylmalic acid. It is a conjugate acid of a L-erythro-3-methylmalyl-CoA(5-). C[C@@H]([C@H](C(=O)O)O)C(=O)SCCNC(=O)CCNC(=O)[C@@H](C(C)(C)COP(=O)(O)OP(=O)(O)OC[C@@H]1[C@H]([C@H]([C@@H](O1)N2C=NC3=C(N=CN=C32)N)O)OP(=O)(O)O)O